ClC1=C(C=CC=C1)[C@H]1CC[C@H](N1C(=O)C1CCCCC1)C(=O)O (2S,5R)-5-(2-chlorophenyl)-1-(cyclohexanecarbonyl)pyrrolidine-2-carboxylic acid